C(C)(C)C=1C=C(C=CC1)C(CC=O)C 3-(3-Isopropyl-Phenyl)-Butyraldehyde